(R)-5,5-dimethyl-4-(4-methyl-5,6-dihydropyrrolo[3,4-c]pyrazol-2(4H)-yl)-7-((2-(trimethylsilyl)ethoxy)methyl)-5,7-dihydro-6H-pyrrolo[2,3-d]pyrimidin-6-one CC1(C(N(C=2N=CN=C(C21)N2N=C1C(=C2)[C@H](NC1)C)COCC[Si](C)(C)C)=O)C